2-(amino(phenyl)methyl)-4-fluorophenol NC(C1=C(C=CC(=C1)F)O)C1=CC=CC=C1